3,4-bis((tert-butyldimethylsilyl)oxy)-5-(((tert-butyldimethylsilyl)oxy)methyl)tetrahydrofuran-2-ol [Si](C)(C)(C(C)(C)C)OC1C(OC(C1O[Si](C)(C)C(C)(C)C)CO[Si](C)(C)C(C)(C)C)O